1-{3-amino-6-[4-(piperazin-1-yl)phenyl]pyrazin-2-yl}pyrazole-4-carboxamide NC=1C(=NC(=CN1)C1=CC=C(C=C1)N1CCNCC1)N1N=CC(=C1)C(=O)N